CN(C/C=C/C(=O)N1CC2=C(C(C1)C1=C(C=CC=C1O)C=1C(=NN(C1)CC)C(F)(F)F)C=C(S2)C#N)C (E)-6-(4-(Dimethylamino)but-2-enoyl)-4-(2-(1-ethyl-3-(trifluoromethyl)-1H-pyrazol-4-yl)-6-hydroxyphenyl)-4,5,6,7-tetrahydrothieno[2,3-c]pyridine-2-carbonitrile